1-(3-(4-bromophenoxy)azetidin-1-yl)propan-1-one BrC1=CC=C(OC2CN(C2)C(CC)=O)C=C1